CC1([C@@H]2[C@H](N(C1)C1=CC(=NN(C1=O)C)B(O)O)COC2)C (5-((3aR,6aS)-3,3-dimethylhexahydro-1H-furo[3,4-b]pyrrol-1-yl)-1-methyl-6-oxo-1,6-dihydropyridazin-3-yl)boronic acid